1-acetylpyrene C(C)(=O)C1=CC=C2C=CC3=CC=CC4=CC=C1C2=C34